1,3-dihydropyrrolo[2,3-c]pyridin-2-one N1C(CC=2C1=CN=CC2)=O